BrC=1N=C2C(=NC1)N(C=C2C=2N(C1=CC=C(C=C1C2)F)C)S(=O)(=O)C2=CC=C(C)C=C2 2-bromo-7-(5-fluoro-1-methylindol-2-yl)-5-tosylpyrrolo[2,3-b]pyrazine